N-heptyl-N'-undecyl-urea C(CCCCCC)NC(=O)NCCCCCCCCCCC